[C@@H]1(C[C@H](O)[C@H](O1)CO)N1C(N=C2C(=C1)C=C(O2)C2=CC=C(C=C2)CCCCC)=O 3-(2-deoxy-β-D-erythro-pentofuranosyl)-6-(4-pentylphenyl)-furo[2,3-D]pyrimidin-2(3H)-one